C[NH+](CCCS(=O)(=O)[O-])C N,N-dimethyl-3-ammonio-1-propanesulfonate